2-benzyl-3-(4-(3,4-dichlorophenyl)-5-(prop-1-en-2-yl)thiazol-2-ylamino)propionic acid C(C1=CC=CC=C1)C(C(=O)O)CNC=1SC(=C(N1)C1=CC(=C(C=C1)Cl)Cl)C(=C)C